2-[1-(tert-butoxy)ethenyl]-2,5-diazabicyclo[2.2.1]heptane C(C)(C)(C)OC(=C)N1C2CNC(C1)C2